FC1=C2CC(CC2=CC(=C1)OCCN1N=CN=C1)CNCCC1CN(C(O1)=O)C1=NC2=C(OCC(N2)=O)N=C1 6-[5-[2-[[4-fluoro-6-[2-(1,2,4-triazol-1-yl)ethoxy]-2,3-dihydro-1H-inden-2-yl]methylamino]ethyl]-2-oxo-1,3-oxazolidin-3-yl]-4H-pyrazino[2,3-b][1,4]oxazin-3-one